N[C@H]1CS(C2=C(N(C1=O)CC1=CC=C(C=C1)Cl)C=C(C(=C2)F)C2=NN=C(O2)C2CN(CC2)C(=O)OC)(=O)=O methyl 3-[5-[(3R)-3-amino-5-[(4-chlorophenyl)methyl]-8-fluoro-1,1,4-trioxo-2,3-dihydro-1lambda6,5-benzothiazepin-7-yl]-1,3,4-oxadiazol-2-yl]pyrrolidine-1-carboxylate